FC(C(N)C1=CN(C2=CC(=C(C=C12)F)C=1C(=NC=CC1)C(F)(F)F)CC(C)(C)C)F 2,2-difluoro-1-(5-fluoro-1-neopentyl-6-(2-(trifluoromethyl)pyridin-3-yl)-1H-indol-3-yl)ethan-1-amine